BrC1=CC2=C(S1)C=C(S2)CCl 2-bromo-5-(chloromethyl)thieno[3,2-b]thiophene